ClC=1C=C(C=2N(N1)C(=CN2)C=2C=NN(C2)C2CC2)NCC2=NC1=C(N2)C=CC(=C1F)F 6-chloro-3-(1-cyclopropyl-1H-pyrazol-4-yl)-N-((4,5-difluoro-1H-benzo[d]imidazol-2-yl)methyl)imidazo[1,2-b]pyridazin-8-amine